CC1C(=C(C(C1)=O)C)C trimethyl-cyclopentenone